CN(C)C(COCC(N(C)C)N(C)C)N(C)C bis-(N,N-dimethylamino)ethyl ether